OC(=O)C(O)C(O)C(=O)O.N1=CC=CC(=C1)C1N(C)CCC1 nicotine bitartrate salt